4-[2-(4-chloro-phenyl)-4-oxo-thiazolidin-3-yl]-3-methyl-benzoic acid ClC1=CC=C(C=C1)C1SCC(N1C1=C(C=C(C(=O)O)C=C1)C)=O